benzo[d]isothiazole 1-oxide S1(N=CC2=C1C=CC=C2)=O